methyl 3-(3-bromophenyl)-2-hydroxypropionate BrC=1C=C(C=CC1)CC(C(=O)OC)O